6-(4-trifluoromethylphenyl)-1H-imidazo[4,5-b]pyrazine FC(C1=CC=C(C=C1)C1=CN=C2C(=N1)NC=N2)(F)F